1-bromo-3-(4-(2-fluorophenoxy)phenyl)imidazo[1,5-c]pyrimidin-5-amine BrC=1N=C(N2C(=NC=CC21)N)C2=CC=C(C=C2)OC2=C(C=CC=C2)F